C1=C(C=CC2=CC=CC=C12)N=C1SC=C(N1)C1=CC=C(C=C1)Br 2-((naphthalen-2-yl)imino)-4-(4-bromophenyl)thiazole